CC1(CCCCC1)NC(O)=O.C(N)(OC1(CCCCC1)C)=O 1-methylcyclohexyl carbamate (1-methyl cyclohexyl carbamate)